4-(3-chlorophenyl)-1-tosyl-3,4-dihydropyridin-2(1H)-one ClC=1C=C(C=CC1)C1CC(N(C=C1)S(=O)(=O)C1=CC=C(C)C=C1)=O